COC=1C=C(C=C(C1C)OC)[C@H]([C@H](CN1C=C(C(=C1)C(=O)OC)CC(=O)O)OCCC1=CC=CC=C1)O 2-(1-((2S,3R)-3-(3,5-dimethoxy-4-methylphenyl)-3-hydroxy-2-phenethyloxypropyl)-4-(methoxycarbonyl)-1H-pyrrol-3-yl)acetic acid